Diphenyltriazinyl[bis(dimethylfluorenyl)dibenzofuranyl]benzene C1(=CC=CC=C1)C1=C(C(=C(C=C1)C1=C(C(=CC=2OC3=C(C21)C=CC=C3)C3=C(C(=CC=2C1=CC=CC=C1CC32)C)C)C3=C(C(=CC=2C1=CC=CC=C1CC32)C)C)C3=NN=NC=C3)C3=CC=CC=C3